C=1(C(=CC=C2C=CC=CC12)S(=O)(=O)OC)S(=O)(=O)OC dimethyl naphthalenedisulfonate